(S)-3-chloro-N-(2,4-dimethoxybenzyl)-4-(3-((dimethylamino)methyl)-3-methoxypyrrolidin-1-yl)-2,6-difluoro-N-(6-fluoropyridin-2-yl)benzenesulfonamide ClC=1C(=C(C(=CC1N1C[C@@](CC1)(OC)CN(C)C)F)S(=O)(=O)N(C1=NC(=CC=C1)F)CC1=C(C=C(C=C1)OC)OC)F